(R)-benzyl 3-(4-aminophenyl)-2-hydroxypropanoate NC1=CC=C(C=C1)C[C@H](C(=O)OCC1=CC=CC=C1)O